C(C1=CC=CC=C1)O[C@@H]1[C@H](N(C[C@@H]([C@H]1OCC1=CC=CC=C1)OCC1=CC=CC=C1)CCC1=CC=CC=C1)COCC1=CC=CC=C1 (2R,3R,4R,5S)-3,4,5-tris(benzyloxy)-2-((benzyloxy)methyl)-1-phenethylpiperidine